C(C)OC(=O)C1=NC(=C(N=C1N1CCC2([C@@H]([C@@H](OC2)C)N)CC1)C)Br 3-((3S,4S)-4-amino-3-methyl-2-oxa-8-azaspiro[4.5]decan-8-yl)-6-bromo-5-methylpyrazine-2-carboxylic acid ethyl ester